6,12-dibromo-13-methyl-9-oxa-2,4-diazatricyclo[8.4.0.0^{3,8}]tetradeca-1(14),3,5,7,10,12-hexaene BrC1=CN=C2NC3=CC(=C(C=C3OC2=C1)Br)C